ClC=1N(C(C2=C(N1)[C@@H](N(CC2)C(=O)OC(C)(C)C)C)=O)C2=CC=CC=C2 tert-butyl (S)-2-chloro-8-methyl-4-oxo-3-phenyl-4,5,6,8-tetrahydropyrido[3,4-d]pyrimidine-7(3H)-carboxylate